4-OXO-2-HEXENAL O=C(C=CC=O)CC